CC(C)/C(=C/C(=O)[O-])/C(=O)[O-] The molecule is dicarboxylate anion of 2-isopropylmaleic acid; major species at pH 7.3. It has a role as a Saccharomyces cerevisiae metabolite. It is a conjugate base of a 2-isopropylmaleic acid.